[N+](=[N-])=N[C@@H](CC(C)C)C(=O)O diazo-leucine